hydroxy-3a',4'-dihydro-1'H,3'H-spiro[cyclohexane-1,2'-pyrido[2,1-f]pyrrolo[2,1-c][1,2,4]triazine]-8',10'-dione OC1C2(CC3NN4C(C(N31)=O)=CC(C=C4)=O)CCCCC2